tert-butyl (3S,4S)-4-(5-bromo-6-methoxy-2H-indazol-2-yl)-3-fluoropiperidine-1-carboxylate BrC1=CC2=CN(N=C2C=C1OC)[C@@H]1[C@H](CN(CC1)C(=O)OC(C)(C)C)F